ClC1=C(C=C2C=C(N=CC2=C1)NC(=O)[C@H]1[C@@H]2CCC([C@H]12)N(C)C)C1CCN(CC1)[C@]1(COC[C@H]1O)C (1S,5R,6S)-N-(7-chloro-6-(1-((3S,4S)-4-hydroxy-3-methyltetrahydrofuran-3-yl)piperidin-4-yl)isoquinolin-3-yl)-2-(dimethylamino)bicyclo[3.1.0]hexane-6-carboxamide